[N+](=O)([O-])[O-].C(C)N1C=[N+](C=C1)C 1-ethyl-3-methylimidazolium nitrate